bis(2-butyloctyl) 10-(((1-methylpiperidin-3-yl)methyl)(octylsulfinyl)amino)nonadecanedioate CN1CC(CCC1)CN(C(CCCCCCCCC(=O)OCC(CCCCCC)CCCC)CCCCCCCCC(=O)OCC(CCCCCC)CCCC)S(=O)CCCCCCCC